N-cyclohexyl-5-ethyl-1-(2-fluorobenzyl)-4-nitro-1H-pyrazole-3-carboxamide C1(CCCCC1)NC(=O)C1=NN(C(=C1[N+](=O)[O-])CC)CC1=C(C=CC=C1)F